2-(5-(4-Chlorophenyl)thiophen-2-yl)-N-(2-(dimethylamino)ethyl)acetamide ClC1=CC=C(C=C1)C1=CC=C(S1)CC(=O)NCCN(C)C